FC(C=1C=C(C=C(C1)[N+](=O)[O-])[C@@H](C)N)F (R)-1-(3-(difluoromethyl)-5-nitrophenyl)ethanamine